tris(4-trifluoromethyl-4-trifluoromethylphenoxy)benzene FC(C1(CC=C(OC=2C(=C(C=CC2)OC2=CCC(C=C2)(C(F)(F)F)C(F)(F)F)OC2=CCC(C=C2)(C(F)(F)F)C(F)(F)F)C=C1)C(F)(F)F)(F)F